5-bromo-1H-indazole-1-carboxylic acid isopropyl ester C(C)(C)OC(=O)N1N=CC2=CC(=CC=C12)Br